C(#N)C(C(=O)NC=1N=C2N(N=C(C=C2)C=2C=NC(=C(C(=O)O)C2)OC)C1)(C)C 5-(2-(2-cyano-2-methylpropanamidyl)imidazo[1,2-b]pyridazin-6-yl)-2-methoxynicotinic acid